[Na+].C(CCCCC(C)C)C(C(C(=O)[O-])CCCCCC(C)C)C(=O)[O-].[Na+] diisooctyl-succinic acid sodium salt